CN(C1=CC=C(C=C2NC(NC2)=O)C=C1)C p-dimethylaminobenzylidene-imidazolidinone